C(C)OC(=O)[C@@H]1[C@H](C1)C=O (1S,2S)-2-formyl-cyclopropanecarboxylic acid ethyl ester